NC1=CC(=C(C=C1OC)N1CCC(CC1)N1CCN(CC1)C1=C2CN(C(C2=CC=C1)=O)C1C(NC(CC1)=O)=O)CC 3-[4-[4-[1-(4-amino-2-ethyl-5-methoxy-phenyl)-4-piperidyl]piperazin-1-yl]-1-oxo-isoindolin-2-yl]piperidine-2,6-dione